Hydrazono-5-oxo-4,5-dihydropyrazole N(N)=C1C=NNC1=O